2-((3S,6S)-2-oxo-6-phenyl-3-((3-phenylpropyl)amino)piperidin-1-yl)acetic acid O=C1N([C@@H](CC[C@@H]1NCCCC1=CC=CC=C1)C1=CC=CC=C1)CC(=O)O